CC=1C=C(C=C2C=NNC12)C[C@H](C(N1CCN(CC1)C1CCNCC1)=O)NC(=O)N1CCC(CC1)C1=CC2=C(NC1=O)SCC2 (R)-N-(3-(7-methyl-1H-indazol-5-yl)-1-oxo-1-(4-(piperidin-4-yl)piperazin-1-yl)propan-2-yl)-4-(6-oxo-2,3,6,7-tetrahydrothieno[2,3-b]pyridin-5-yl)piperidine-1-carboxamide